FC(C(C(C(C(C(C(C(C(C(F)(F)F)(F)F)(F)F)(F)F)(F)F)(F)F)(F)F)(F)F)(F)F)(S(=O)(=O)[O-])F.[Na+] sodium perfluoro-1-decanesulfonate